ClC=1C=C2C(C=C(OC2=C(C1OC)C1=CC=NN1C)C1=CC=C(C=O)C=C1)=O 4-(6-chloro-7-methoxy-8-(1-methyl-1H-pyrazol-5-yl)-4-oxo-4H-chromen-2-yl)benzaldehyde